tert-butyl (2-(7-(2,6-dioxopiperidin-3-yl)-4-methyl-8-oxo-2,3,4,6,7,8-hexahydropyrano[2,3-f]isoindol-4-yl)ethyl)carbamate O=C1NC(CCC1N1CC=2C=C3C(=CC2C1=O)OCCC3(C)CCNC(OC(C)(C)C)=O)=O